C(C)(C)(C)OC(=O)N1CCN(C2=CC=CC(=C12)C)C1=CC2=C(N=C(N=C2)SC)N(C1=O)C1CC(C1)(C)O 4-[8-(3-hydroxy-3-methyl-cyclobutyl)-2-methylsulfanyl-7-oxo-pyrido[2,3-d]pyrimidin-6-yl]-8-methyl-2,3-dihydroquinoxaline-1-carboxylic acid tert-butyl ester